(3-fluoro-4-(4-((1-methyl-1H-benzo[d]imidazol-5-yl)amino)quinolin-6-yl)phenyl)(morpholino)methanone FC=1C=C(C=CC1C=1C=C2C(=CC=NC2=CC1)NC1=CC2=C(N(C=N2)C)C=C1)C(=O)N1CCOCC1